methyl 1-(1,1-bis(pyridin-2-yl) ethyl)-6-(7-methoxy-1-methyl-1H-pyrrolo[2,3-c]pyridin-3-yl)-1H-indole-4-carboxylate N1=C(C=CC=C1)C(C)(C1=NC=CC=C1)N1C=CC=2C(=CC(=CC12)C1=CN(C2=C(N=CC=C21)OC)C)C(=O)OC